2-[tert-butoxycarbonyl-[2-(4,4-difluoro-1-piperidyl)ethyl]amino]acetic acid C(C)(C)(C)OC(=O)N(CC(=O)O)CCN1CCC(CC1)(F)F